C1OC=2C=C(C=C(CC(N)C)C2OC1)OC 5-ethylenedioxy-3-methoxyamphetamine